rel-N-{(6R,7S,7aR)-2-[4-(2,6-difluorophenyl)-1,2-benzoxazol-3-yl]-7-fluoro-3-oxohexahydro-1H-pyrrolo[1,2-c]imidazol-6-yl}ethanesulfonamide FC1=C(C(=CC=C1)F)C1=CC=CC2=C1C(=NO2)N2C(N1[C@H](C2)[C@@H]([C@@H](C1)NS(=O)(=O)CC)F)=O |o1:20,22,23|